sulphuric acid S(O)(O)(=O)=O